2-{[(2S)-5-(benzyloxy)-2-({[(9H-fluoren-9-yl)methoxy]carbonyl}amino)-5-oxopentanamido]methoxy}acetic acid C(C1=CC=CC=C1)OC(CC[C@@H](C(=O)NCOCC(=O)O)NC(=O)OCC1C2=CC=CC=C2C=2C=CC=CC12)=O